FC1=C2C(=NC=3N(C2=CC=C1)C(=NN3)C)N3CCCC1=C(C=CC=C31)C#CC(C(F)(F)F)(C)C fluoro-1-methyl-5-(5-(4,4,4-trifluoro-3,3-dimethylbut-1-yn-1-yl)-3,4-dihydroquinolin-1(2H)-yl)-[1,2,4]triazolo[4,3-a]quinazoline